O=C1C(NC2CNC(CN12)=O)NC(=O)C=1NC=C(N1)C1=CC(=CC=C1)OC1=CC=CC=C1 N-(3,5-Dioxo-1,2,4,6,7,7a-hexahydro-1,3a,6-triaza-2-indenyl)-4-(m-phenoxyphenyl)-1H-imidazole-2-carboxamide